C1(=CC=CC=2C3=CC=CC=C3NC12)C1=CC=C(C=CC2=C(C(=C(C(=C2F)F)C2=C(C(=C(C(=C2F)F)C=CC2=CC=C(C=C2)C2=CC=CC=3C4=CC=CC=C4NC23)F)F)F)F)C=C1 4,4'-bis[4-(carbazolyl)styryl]-octafluorobiphenyl